1-((1-ethoxypropane-2-yl)oxy)propan-2-ol C(C)OCC(C)OCC(C)O